ethyl 3-bromo-5-(difluoromethyl)-1H-pyrazole-4-carboxylate BrC1=NNC(=C1C(=O)OCC)C(F)F